3-((R)-3-((S)-3-(3-(cyclopropylsulfonyl)phenoxy)-2-hydroxypropylamino)-1-oxa-8-azaspiro[4.5]decan-8-ylsulfonyl)-1-ethylquinolin-4(1H)-one C1(CC1)S(=O)(=O)C=1C=C(OC[C@H](CN[C@H]2COC3(C2)CCN(CC3)S(=O)(=O)C3=CN(C2=CC=CC=C2C3=O)CC)O)C=CC1